ClC1=C(C#N)C=C(C(=N1)C)C 2-chloro-5,6-dimethylnicotinonitrile